4-((S)-3-amino-1-oxo-1-(thieno[2,3-c]pyridin-2-ylamino)propan-2-yl)benzyl (1r,3S)-3-(nitrooxy)cyclobutane-1-carboxylate [N+](=O)([O-])OC1CC(C1)C(=O)OCC1=CC=C(C=C1)[C@H](C(NC1=CC=2C(=CN=CC2)S1)=O)CN